(5-(((cis)-2-(3-(4-methylpyrimidin-2-yl)azetidin-1-yl)cyclohexyl)oxy)-1-oxoisoindolin-2-yl)piperidine-2,6-dione CC1=NC(=NC=C1)C1CN(C1)[C@@H]1[C@@H](CCCC1)OC=1C=C2CN(C(C2=CC1)=O)N1C(CCCC1=O)=O